2,2'-methylenebis(6-(2H-benzotriazol-2-yl)-4-(1,1,3,3-tetramethylbutyl)phenol) C(C1=C(C(=CC(=C1)C(CC(C)(C)C)(C)C)N1N=C2C(=N1)C=CC=C2)O)C2=C(C(=CC(=C2)C(CC(C)(C)C)(C)C)N2N=C1C(=N2)C=CC=C1)O